ClC1=NC(=CC(=C1)C(C(=O)O)(CF)C)C1=CC=C(C=C1)F 2-(2-chloro-6-(4-fluorophenyl)pyridin-4-yl)-3-fluoro-2-methylpropanoic acid